Pentaerythritol [3-(3,5-di-tert-butyl-4-hydroxyphenyl propionate)] C(C)(C)(C)C=1C=C(C=C(C1O)C(C)(C)C)C(C(=O)O)C.C([C@H](O)[C@H](O)CO)O.C([C@H](O)[C@H](O)CO)O.C([C@H](O)[C@H](O)CO)O.C([C@H](O)[C@H](O)CO)O.C([C@H](O)[C@H](O)CO)O